[NH+]1=CC=CC=C1.C(C)[N+]1(CCCC1)CCCCC 1-ethyl-1-pentylpyrrolidinium Pyridinium